Isopropyl-(5-methoxy-2-pyridin-2-yl-pyrimidin-4-yl)-succinic acid ammonium salt [NH4+].C(C)(C)C(C(=O)[O-])(CC(=O)[O-])C1=NC(=NC=C1OC)C1=NC=CC=C1.[NH4+]